cerium (II) pyridine N1=CC=CC=C1.[Ce+2]